2-nitro-4-(pentafluoro-λ6-sulfanyl)benzoic acid [N+](=O)([O-])C1=C(C(=O)O)C=CC(=C1)S(F)(F)(F)(F)F